N,N'-bis(dibenzothiophen-4-yl)-N,N'-diphenyl-pyrene-1,6-diamine C1=CC=C(C=2SC3=C(C21)C=CC=C3)N(C3=CC=C2C=CC=1C(=CC=C4C=CC3=C2C14)N(C1=CC=CC=C1)C1=CC=CC4=C1SC1=C4C=CC=C1)C1=CC=CC=C1